pyrrole-1(4H)-carboxylate N1(C=CCC1)C(=O)[O-]